3-amino-4-(5-(bis(2-chloroethyl)amino)-2-methylphenyl)butanoic acid NC(CC(=O)O)CC1=C(C=CC(=C1)N(CCCl)CCCl)C